2-carboxyl-4'-diethylamino-2'-hydroxybenzophenone C(=O)(O)C1=C(C(=O)C2=C(C=C(C=C2)N(CC)CC)O)C=CC=C1